FC(C)(F)C=1C(=C(C=CC1)[C@@H](C)NC1=CC(=NC2=CC(=C(C=C12)N1CCC(CC1)(O)C)OC)C)F (R)-1-(4-((1-(3-(1,1-difluoroethyl)-2-fluorophenyl)ethyl)amino)-7-methoxy-2-Methylquinolin-6-yl)-4-methylpiperidin-4-ol